F[B-](F)(F)F.C(C)(C)[C@@H]1[N+]=2C(COC1)=NN(C2)C2=C(C(=C(C(=C2F)F)F)F)F (S)-5-isopropyl-2-(perfluorophenyl)-2,5,6,8-tetrahydro-[1,2,4]triazolo[3,4-c][1,4]oxazin-4-ium tetrafluoroborate